(R)-leucinol N[C@H](CC(C)C)CO